OC1=C(C=C(C=C1)C1=CC=C(C=C1)C1=N[C@H](C=2N(C3=C1C(=C(S3)C)C)C(=NN2)C)C)C#N 4-Hydroxy-4'-[(6S)-2,3,6,9-tetramethyl-6H-thieno[3,2-f][1,2,4]triazolo[4,3-a][1,4]diazepin-4-yl][1,1'-biphenyl]-3-carbonitrile